C(C)(C)(C)OC(N(C1=C(C(=C(C=C1)F)NC(C1=C(C=CC(=C1)[N+](=O)[O-])Cl)=O)F)C(=O)OC(C)(C)C)=O (tert-Butoxycarbonyl)-N-(3-(2-chloro-5-nitrobenzoylamino)-2,4-difluorophenyl)carbamic acid tert-butyl ester